BrC=1C=C(C=CC1F)NC(=NO)C1=NON=C1SCCNC(=NC#N)N N-(3-bromo-4-fluorophenyl)-4-{[2-(N''-cyanocarbamimidamido)ethyl]sulfanyl}-N'-hydroxy-1,2,5-oxadiazole-3-carboximidamide